FC1=C(C(=CC=C1)C(F)(F)F)N1C=2N(C3=C(C1=O)C=NC(=N3)NC3=CC(=C(C=C3)N3CCN(CC3)C)C)CCN2 6-(2-Fluoro-6-(trifluoromethyl)phenyl)-2-((3-methyl-4-(4-methylpiperazin-1-yl)phenyl)amino)-8,9-dihydroimidazo[1,2-a]pyrimido[5,4-e]pyrimidin-5(6H)-one